2-(3-Hydroxy-phenyl)-1H-benzoimidazole-5-carboxylic acid phenethyl-amide C(CC1=CC=CC=C1)NC(=O)C1=CC2=C(NC(=N2)C2=CC(=CC=C2)O)C=C1